ClC1=NC=2N(C(=C1CC1=CC=C(C=C1)S(=O)(C)=N)N(C)C)N=CN2 (4-((5-chloro-7-(dimethylamino)-[1,2,4]triazolo[1,5-a]pyrimidin-6-yl)methyl)phenyl)(imino)(methyl)-λ6-sulfanone